N-(3-chloro-2-methylphenyl)-6-({[2-chloro-6-(trifluoromethyl)phenyl]carbonyl}amino)-2-(methoxymethyl)-1H-benzimidazole-4-carboxamide ClC=1C(=C(C=CC1)NC(=O)C1=CC(=CC=2NC(=NC21)COC)NC(=O)C2=C(C=CC=C2C(F)(F)F)Cl)C